(4-n-butylphenyl)phosphine C(CCC)C1=CC=C(C=C1)P